2-(3-(1-(fluoro(4-methyl-4H-1,2,4-triazol-3-yl)methyl)-cyclopropyl)phenyl)-3-oxo-7-(trifluoromethyl)isoindoline-5-carbaldehyde FC(C1(CC1)C=1C=C(C=CC1)N1CC2=C(C=C(C=C2C1=O)C=O)C(F)(F)F)C1=NN=CN1C